1-(4-carbamoyl-pyrimidin-2-yl)piperidine-4-carboxylic acid C(N)(=O)C1=NC(=NC=C1)N1CCC(CC1)C(=O)O